N-(2-(2,6-dioxopiperidin-3-yl)-1,3-dioxoisoindol-5-yl)pentanamide O=C1NC(CCC1N1C(C2=CC=C(C=C2C1=O)NC(CCCC)=O)=O)=O